(4-cyclopropyl-2,6-difluorophenyl)hydrazine hydrochloride Cl.C1(CC1)C1=CC(=C(C(=C1)F)NN)F